ClC1=C(C=CC=C1)S(=O)(=O)NS(=O)(=O)C1=CC=CC=C1 N-((2-chlorophenyl)sulfonyl)benzenesulfonamide